ICC(=C)CI 3-iodo-2-(iodomethyl)prop-1-ene